4-Amino-5-(4-chloro-3-hydroxyphenyl)-5-methyl-2-(8-(4,4,4-trifluorobutyl)-[1,2,4]triazolo[1,5-a]pyrazin-6-yl)-5,7-dihydro-6H-pyrrolo[2,3-d]pyrimidin-6-one NC=1C2=C(N=C(N1)C=1N=C(C=3N(C1)N=CN3)CCCC(F)(F)F)NC(C2(C)C2=CC(=C(C=C2)Cl)O)=O